tris[4-(tridecafluorohexyl)phenyl]phosphine FC(C(C(C(C(C1=CC=C(C=C1)P(C1=CC=C(C=C1)C(C(C(C(C(C(F)(F)F)(F)F)(F)F)(F)F)(F)F)(F)F)C1=CC=C(C=C1)C(C(C(C(C(C(F)(F)F)(F)F)(F)F)(F)F)(F)F)(F)F)(F)F)(F)F)(F)F)(F)F)(C(F)(F)F)F